C1(CCCCC1)[C@@H]1CCC2=NN(C(N21)=O)C21CC(C2)(C1)C#N |o1:6| 3-(5-(S or R)-cyclohexyl-3-oxo-6,7-dihydro-3H-pyrrolo[2,1-c][1,2,4]triazol-2(5H)-yl)bicyclo[1.1.1]pentane-1-carbonitrile